1-iodoethyl 2,2-dimethylpropanoate CC(C(=O)OC(C)I)(C)C